N1(CCCCC1)CCOC1=CC=C(COC2=C(C3=CC=CC=C3C=C2)N)C=C1 ((4-(2-(piperidin-1-yl)ethoxy)benzyl)oxy)naphthalen-1-amine